[C@H]12CN(C[C@H](CC1)N2)C=2C1=C(N=C(N2)OCC23CCC(CC2)(CC3)C(F)(F)F)C(=C(N=C1)C1=CC(=CC3=CC=C(C(=C13)C#C)F)O)F 4-(4-((1r,5s)-3,8-diazabicyclo[3.2.1]oct-3-yl)-8-fluoro-2-((4-(trifluoromethyl)bicyclo[2.2.2]oct-1-yl)methoxy)pyrido[4,3-d]pyrimidin-7-yl)-5-ethynyl-6-fluoronaphthalen-2-ol